cis-hydroxymethylfuraldehyde oxime OCC1=C(OC=C1)C=NO